C(#N)C1CC2(C1)CCN(CC2)C(=O)OC(C)(C)C Tert-butyl 2-cyano-7-azaspiro[3.5]nonane-7-carboxylate